FC1=C(C=CC(=C1)OC1=NN(C=C1)C1=NC=NC(=C1)OC)NC1=NC=NC2=CC(=C(C=C12)NC1CCN(CC1)C(C=C)=O)OC 1-(4-((4-((2-fluoro-4-((1-(6-methoxypyrimidin-4-yl)-1H-pyrazol-3-yl)oxy)phenyl)amino)-7-methoxyquinazolin-6-yl)amino)piperidin-1-yl)prop-2-en-1-one